BrC=1C(=NC=CC1)CN(C(OC(C)(C)C)=O)CCO tert-butyl N-[(3-bromo-2-pyridyl)methyl]-N-(2-hydroxyethyl)carbamate